1-tert-Butyl 2-((3aR,7aS)-1,3-dioxohexahydro-1H-isoindol-2(3H)-yl) (2S,5R)-5-((benzyloxy)amino)piperidine-1,2-dicarboxylate C(C1=CC=CC=C1)ON[C@@H]1CC[C@H](N(C1)C(=O)OC(C)(C)C)C(=O)ON1C([C@H]2CCCC[C@H]2C1=O)=O